1-((tert-Butoxycarbonyl)amino)-1H-imidazole-2-carboxylic acid ethyl ester C(C)OC(=O)C=1N(C=CN1)NC(=O)OC(C)(C)C